6-(2-hydroxy-2-(4'-(trifluoromethoxy)-[1,1'-biphenyl]-3-yl)acetyl)-2-(1-phenylcyclopropyl)-5,6,7,8-tetrahydropyrido[4,3-d]pyrimidin-4(3H)-one OC(C(=O)N1CC2=C(N=C(NC2=O)C2(CC2)C2=CC=CC=C2)CC1)C=1C=C(C=CC1)C1=CC=C(C=C1)OC(F)(F)F